[Na].ClC(C(=O)O)(C)Cl 2,2-dichloropropionic acid sodium